pyrimidine pyridinium hydrobromide salt Br.[NH+]1=CC=CC=C1.N1=CN=CC=C1